tert-butyl (S,E)-2-(2-(N-((2,6-diisopropylphenyl)carbamoyl)sulfamoyl) vinyl)-2-methylpyrrolidine-1-carboxylate C(C)(C)C1=C(C(=CC=C1)C(C)C)NC(=O)NS(=O)(=O)/C=C/[C@]1(N(CCC1)C(=O)OC(C)(C)C)C